CC=1C(=NOC1)[C@]1(NC(NC1=O)=O)CNC(=O)C=1C(=CC=CC1)C1=CC=C(C=C1)C(F)(F)F |r| rac-N-{[4-(4-methyl-1,2-oxazol-3-yl)-2,5-dioxoimidazolidin-4-yl]methyl}-4'-(trifluoromethyl)[biphenyl]-2-carboxamide